3-(4-hydroxy-3,5-diisopropylphenyl)-3-(4-(trifluoromethoxy)phenyl)-7-(trifluoromethyl)indolin-2-one OC1=C(C=C(C=C1C(C)C)C1(C(NC2=C(C=CC=C12)C(F)(F)F)=O)C1=CC=C(C=C1)OC(F)(F)F)C(C)C